o-(o-chlorophenyl)-phenol ClC1=C(C=CC=C1)C1=C(C=CC=C1)O